O1C=C(C=C1)C=1N=C(C2=C(N1)SC(=C2)C)NCCCC2=CC=C(C=C2)C2=NC=C(C=C2)S(=O)(=O)C 2-(furan-3-yl)-N-(3-[4-(5-methanesulfonyl-pyridin-2-yl)phenyl]propyl)-6-methylthieno[2,3-d]pyrimidin-4-amine